6,7-dihydroxy-1-phenyl-N-(prop-2-en-1-yl)-1,2,3,4-tetrahydroisoquinoline-2-carbothioamide OC=1C=C2CCN(C(C2=CC1O)C1=CC=CC=C1)C(NCC=C)=S